(3aR,5s,6aS)-N-[6-(1-cyclopropylpyrazol-4-yl)pyridazin-3-yl]-2-(tetrahydropyran-4-ylmethyl)-3,3a,4,5,6,6a-hexahydro-1H-cyclopenta[c]pyrrol-5-amine C1(CC1)N1N=CC(=C1)C1=CC=C(N=N1)NC1C[C@@H]2[C@@H](CN(C2)CC2CCOCC2)C1